COC(=O)C1=C(SC(=C1C)C(N)=O)N 2-amino-5-carbamoyl-4-methyl-thiophene-3-carboxylic acid methyl ester